N-(5-(2,6-Difluoro-4-methoxyphenyl)-2-(3-methoxy-6-(trifluoromethyl)pyridin-2-yl)-1-methyl-3-oxo-2,3-dihydro-1H-pyrazol-4-yl)-4-(difluoromethoxy)benzamide FC1=C(C(=CC(=C1)OC)F)C1=C(C(N(N1C)C1=NC(=CC=C1OC)C(F)(F)F)=O)NC(C1=CC=C(C=C1)OC(F)F)=O